NN1C[C@@H](N=C(C2=C1C=CC(=C2Cl)C(F)(F)F)C2=NC=CC=C2F)C (3S)-1-amino-6-chloro-5-(3-fluoro-2-pyridinyl)-3-methyl-7-(trifluoromethyl)-3H-1,4-benzodiazepine